Dimethoxy(methyl)silylpropylcarbamat CO[Si](C)(OC)CCCNC([O-])=O